5-chloro-[1,3]thiazolo[5,4-d]pyrimidin-2-amine ClC=1N=CC2=C(N1)SC(=N2)N